2-(3-chlorobenzylideneamino)-3-methylbutanoic acid ClC=1C=C(C=NC(C(=O)O)C(C)C)C=CC1